2-((2,5-dibromothiophen-3-yl)methylene)-1H-indene-1,3(2H)-dione BrC=1SC(=CC1C=C1C(C2=CC=CC=C2C1=O)=O)Br